4-(hydroxymethyl)-2-methylthiazole OCC=1N=C(SC1)C